ClC=1C2=C(N(C(CC1C=1OC(=NN1)C1CC1)=O)CC1=CC(=C(C=C1)C)F)C=CC=C2 5-chloro-4-(5-cyclopropyl-1,3,4-oxadiazol-2-yl)-1-(3-fluoro-4-methylbenzyl)-1,3-dihydro-2H-benzo[b]azepin-2-one